ClC1=C2C(=C[C@]3(CCC=4C(=NC(=NC4C3)OC[C@H]3N(CCC3)C)N3C[C@@H](N(CC3)C(C(=C)F)=O)CC#N)C2=CC=C1)C 2-((S)-4-((R)-4-chloro-3-methyl-2'-(((S)-1-methylpyrrolidin-2-yl)methoxy)-5',8'-dihydro-6'H-spiro[indene-1,7'-quinazolin]-4'-yl)-1-(2-fluoroacryloyl)piperazin-2-yl)acetonitrile